C(C)N(C=1SC=2N=CN=CC2N1)C1CC(NC(C1)(C)C)(C)C 2-[ethyl(2,2,6,6-tetramethylpiperidin-4-yl)amino][1,3]thiazolo[5,4-d]pyrimidin